FC=1C=2N(C=C(C1)C=1N=C3N(C(N1)=O)C=C(C=C3)N3C[C@@H](N([C@@H](C3)C)C(=O)OC(C)(C)C)C)C=C(N2)C tert-butyl (2S,6R)-4-(2-(8-fluoro-2-methylimidazo[1,2-a]pyridin-6-yl)-4-oxo-4H-pyrido[1,2-a][1,3,5]triazin-7-yl)-2,6-dimethylpiperazine-1-carboxylate